O1COC2=C1C=CC(=C2)CC(C=O)C 3-(2H-1,3-benzodioxol-5-yl)-2-methylpropanaldehyde